potassium hexanitrorhodium(III) [N+](=O)([O-])[Rh-3]([N+](=O)[O-])([N+](=O)[O-])([N+](=O)[O-])([N+](=O)[O-])[N+](=O)[O-].[K+].[K+].[K+]